FC(C(=O)O)(F)F.N[C@H](C(=O)OC)CN(C)C methyl (S)-2-amino-3-(dimethylamino)propanoate 2,2,2-trifluoroacetate